N1CCC(CCC1)C=1OC2=C(N1)C=CC=C2 2-(azepan-4-yl)-1,3-benzoxazole